4-(4-(4,7-diazaspiro[2.5]octan-7-yl)benzyl)-8-isopropyl-N2-(tetrahydro-2H-pyran-4-yl)pyrazolo[1,5-a][1,3,5]triazine-2,4-diamine C1CC12NCCN(C2)C2=CC=C(CC1(NC(=NC=3N1N=CC3C(C)C)NC3CCOCC3)N)C=C2